Oxydisuccinat O(C(C(=O)[O-])CC(=O)[O-])C(C(=O)[O-])CC(=O)[O-]